tert-butyl 6-(methylsulfonamido)-2-azaspiro[3.3]heptane-2-carboxylate CS(=O)(=O)NC1CC2(CN(C2)C(=O)OC(C)(C)C)C1